FC1=C(C=C2C=CC(N(C2=C1)C1=C(C=C(C(=C1)F)[C@@H]1[C@H](C1)C(F)(F)F)OC)=O)S(=O)(=O)NC1=NOC=C1 (P)-7-FLUORO-1-(5-FLUORO-2-METHOXY-4-((1S,2S)-2-(TRIFLUOROMETHYL)CYCLOPROPYL)PHENYL)-N-(ISOXAZOL-3-YL)-2-OXO-1,2-DIHYDROQUINOLINE-6-SULFONAMIDE